6-(2,4-dichlorophenyl)-N-(2-fluoro-4-(piperazin-1-yl)phenyl)-8,9-dihydroimidazo[1',2':1,6]pyrido[2,3-d]pyrimidin-2-amine ClC1=C(C=CC(=C1)Cl)C1=CC2=C(N=C(N=C2)NC2=C(C=C(C=C2)N2CCNCC2)F)N2C1=NCC2